ClC=1C=C(C=C(C1)Cl)C1=CC(=CC(=N1)OC=1C=NC(=NC1)N1CCN(CC1)CCC(C(=O)O)C)CN1CCC(CC1)CCO 4-(4-(5-((6-(3,5-dichloro-phenyl)-4-((4-(2-hydroxy-ethyl)piperidin-1-yl)methyl)pyridin-2-yl)oxy)pyrimidin-2-yl)piperazin-1-yl)-2-methylbutanoic acid